5-(3-cyano-6-(1-methyl-1H-pyrazol-4-ylpyrazolo[1,5-a]pyridin-4-yl)pyridin-2-yl)-3,6-diazabicyclo[3.1.1]heptane-6-carboxylate C(#N)C=1C(=NC(=CC1)C=1C=2N(C=CC1)N=C(C2)C=2C=NN(C2)C)C21CNCC(N2C(=O)[O-])C1